C1(CC1)CN(C1=CC(N(C=2C=CC(=NC12)C#N)C)=O)C=1C=NC(=CC1)OC(F)F 8-((cyclopropylmethyl)(6-(difluoromethoxy)pyridin-3-yl)amino)-5-methyl-6-oxo-5,6-dihydro-1,5-naphthyridine-2-carbonitrile